ClC1=CC(=C(C=C1Cl)NC1=NC=CC(=N1)C(=O)NC=1C=NC=CC1C1=CC=CC=C1)F 2-((4,5-dichloro-2-fluorophenyl)amino)-N-(4-phenylpyridin-3-yl)pyrimidine-4-carboxamide